N-(6-cyano-1-(2,2,2-trifluoroethyl)-1H-benzo[d]imidazol-2-yl)-3-hydroxy-3-phenylbutanamide C(#N)C=1C=CC2=C(N(C(=N2)NC(CC(C)(C2=CC=CC=C2)O)=O)CC(F)(F)F)C1